NC1C[C@H]([C@](CC1)(O)C(F)(F)F)O (1S,2R)-4-amino-1-(trifluoromethyl)cyclohexane-1,2-diol